NC=1C=CC(=C(C1)S(=O)(=O)NCCC1=NC=CC=C1)CC 5-amino-2-ethyl-N-(2-(pyridin-2-yl)ethyl)benzenesulfonamide